(S)-N-(2-methyl-1-((3-methylpyridin-2-yl)oxy)propan-2-yl)-2-(1-methylpyrrolidin-2-yl)acetamide CC(COC1=NC=CC=C1C)(C)NC(C[C@H]1N(CCC1)C)=O